C(C)(=O)ON=C(C)C=1C=CC=2N(C3=CC=C(C=C3C2C1)C(C1=C(C=C(C=C1)OCC1OC(OC1)(C)C)C)=O)CC 1-[9-ethyl-6-{2-methyl-4-(2,2-dimethyl-1,3-dioxolanyl)methoxybenzoyl}-9H-carbazol-3-yl]ethanone 1-(O-acetyloxime)